(6R,6aS,11aR)-10-benzyl-8,14-dimethyl-5,6,10,11-tetrahydro-6,11a-(epiminoethano)naphtho[2,1-f]indazole-2,6a(7H)-diol C(C1=CC=CC=C1)N1N=C(C=2C[C@@]3([C@]4(CC12)C=1C=C(C=CC1C[C@H]3N(CC4)C)O)O)C